BrC1=C(C=CC(=C1)F)C1=NC=CC=C1 2-(2-bromo-4-fluorophenyl)pyridine